N-(2-((3-Fluoro-4-(6-fluoropyridin-3-yl)benzyl)amino)ethyl)isoquinoline-5-sulfonamide FC=1C=C(CNCCNS(=O)(=O)C=2C=3C=CN=CC3C=CC2)C=CC1C=1C=NC(=CC1)F